Tert-butyl 2-(4-[[1-(2,6-dioxopiperidin-3-yl)-3-methyl-2-oxo-1,3-benzodiazol-5-yl]methyl]piperidin-1-yl)acetate O=C1NC(CCC1N1C(N(C2=C1C=CC(=C2)CC2CCN(CC2)CC(=O)OC(C)(C)C)C)=O)=O